[C@@H]1([C@H](O)[C@H](O)[C@@H](CO)O1)N1C(=O)N=C(N)C=C1 (2'R)-Cytidine